Tert-Butyl 1,1-difluoro-2-{1-[4-fluoro-2-(trifluoromethyl)phenyl]-1H-pyrazol-3-yl}-6-azaspiro[2.5]octane-6-carboxylate FC1(C(C12CCN(CC2)C(=O)OC(C)(C)C)C2=NN(C=C2)C2=C(C=C(C=C2)F)C(F)(F)F)F